C1(=CC=CC=C1)C1=NC=NC=N1 2-phenyl-1,3,5-triazine